BrC=1C=C(C=CC1)C1=CC(=C(N1)CC1CC1)C=1SC(=C(N1)C(=O)OCC)I ethyl 2-(5-(3-bromophenyl)-2-(cyclopropylmethyl)-1H-pyrrol-3-yl)-5-iodothiazole-4-carboxylate